C(C)(=O)OC1=C(C(=CC(=C1)C(F)(F)F)C)CC(=O)N=S(C1=CC=CC=C1)(=O)N 2-(2-((amino(oxo)(phenyl)-λ6-sulfaneylidene)amino)-2-oxoethyl)-3-methyl-5-(trifluoromethyl)-phenyl Acetate